(4-nitro-2-trifluoromethylphenyloxy)-benzyl cyanide [N+](=O)([O-])C1=CC(=C(C=C1)OC(C1=CC=CC=C1)C#N)C(F)(F)F